FC1=C(C(=C(C(=C1F)F)F)F)[B-](C1=C(C(=C(C(=C1F)F)F)F)F)(C1=C(C(=C(C(=C1F)F)F)F)F)C1=C(C(=C(C(=C1F)F)F)F)F.C(C)(=O)C1=CC=C(C=C1)SC1=CC=C(C=C1)[S+](C1=CC=C(C=C1)SC1=CC=C(C=C1)C(C)=O)C1=CC=C(C=C1)SC1=CC=C(C=C1)C(C)=O tris-(4-((4-acetylphenyl)thio)phenyl)-sulfonium tetrakis(perfluoro-phenyl)borate